(13R)-9-(2-chloro-6-fluoro-phenyl)-3-cyclopropyl-13-(difluoromethyl)-16-thia-2,4,5,8-tetraazatetracyclo[8.6.0.02,6.011,15]hexadeca-1(10),3,5,8,11(15)-pentaene ClC1=C(C(=CC=C1)F)C1=NCC2=NN=C(N2C=2SC=3C[C@@H](CC3C12)C(F)F)C1CC1